C(#N)C1=C(C=C(C=N1)C(=O)NC1CC(C1)(F)F)C1=CC(=CC(=C1)F)F 6-cyano-N-(3,3-difluorocyclobutyl)-5-(3,5-difluorophenyl)pyridine-3-carboxamide